ClC1=C(N=CC(=N1)CN[C@@H](COC1=NC(=NC(=C1)C1=C(C=CC=C1C)C)NS(=O)(=O)C=1C=C(C(=O)O)C=CC1)CC(C)(C)C)C 3-[[4-[(2R)-2-[(6-chloro-5-methyl-pyrazin-2-yl)methylamino]-4,4-dimethyl-pentoxy]-6-(2,6-dimethylphenyl)pyrimidin-2-yl]sulfamoyl]benzoic acid